copper phosphinate salt [PH2]([O-])=O.[Cu+2].[PH2]([O-])=O